(S)-(4-(difluoromethyl)-2-(2-hydroxypropan-2-yl)oxazol-5-yl)(4-(7-methylpyrazolo[1,5-a]pyridin-2-yl)-6,7-dihydro-1H-imidazo[4,5-c]pyridin-5(4H)-yl)methanone FC(C=1N=C(OC1C(=O)N1[C@@H](C2=C(CC1)NC=N2)C2=NN1C(C=CC=C1C)=C2)C(C)(C)O)F